(4aR,6aS,6bR,8aS,11R,12S,12aS,12bR,14bS)-8a-amino-4,4,6a,6b,11,12,14b-heptamethyl-3,13-dioxo-3,4,4a,5,6,6a,6b,7,8,8a,9,10,11,12,12a,12b,13,14b-octadecahydropicene-2-carbonitrile N[C@]12CC[C@]3([C@@]4(CC[C@H]5C(C(C(=C[C@@]5(C4=CC([C@@H]3[C@@H]2[C@H]([C@@H](CC1)C)C)=O)C)C#N)=O)(C)C)C)C